(phenylcarbazolyl)[(biphenylyl)carbazolyl]benzene (E)-2-methoxy-4-[(8-methylnon-6-enamido)methyl]phenyl-3-(2-aminoethoxy)propanoate COC1=C(C=CC(=C1)CNC(CCCC\C=C\C(C)C)=O)OC(CCOCCN)=O.C1(=CC=CC=C1)C1=C(C=2NC3=CC=CC=C3C2C=C1)C1=C(C=CC=C1)C1=C(C=CC=2C3=CC=CC=C3NC12)C1=C(C=CC=C1)C1=CC=CC=C1